N-(2-ethoxyethyl)-3-(cyclohexyl)propan-1-amine C(C)OCCNCCCC1CCCCC1